3-(9-((4-(aminomethyl)phenyl)carbamoyl)-4,5-dihydrobenzo[b]thieno[2,3-d]oxepin-8-yl)-6-(propylcarbamoyl)picolinic acid NCC1=CC=C(C=C1)NC(=O)C1=CC2=C(OCCC3=C2SC=C3)C=C1C=1C(=NC(=CC1)C(NCCC)=O)C(=O)O